C(#N)C=1C=NN2C1C(=CC(=C2)C=2C=NN(C2)C)N2CC(C2)NC(C(C)C=2C=NC(=CC2)N2N=CC(=C2)F)=O N-(1-(3-cyano-6-(1-methyl-1H-pyrazol-4-yl)pyrazolo[1,5-a]pyridin-4-yl)azetidin-3-yl)-2-(6-(4-fluoro-1H-pyrazol-1-yl)pyridin-3-yl)propanamide